FC1=CC(=C(C=C1C1=CN=NC(=C1)OC)O)C=1N=NC(=CC1)N1CC(CC1)NC1CC(C1)F 4-fluoro-5-(6-methoxypyridazin-4-yl)-2-[6-(3-{[(1r,3r)-3-fluorocyclobutyl]amino}pyrrolidin-1-yl)pyridazin-3-yl]phenol